Ethyl 3-(((tert-butoxycarbonyl)amino)methyl)-5-(3-(trifluoromethoxy)benzyl)-4,5-dihydroisoxazole-5-carboxylate C(C)(C)(C)OC(=O)NCC1=NOC(C1)(C(=O)OCC)CC1=CC(=CC=C1)OC(F)(F)F